rel-N-[(5R,6R)-5-[(3',5'-difluoro[1,1'-biphenyl]-3-yl)methyl]-4-oxo-3-(propan-2-yl)-3,4,5,6,7,8-hexahydroquinazolin-6-yl]methanesulfonamide FC=1C=C(C=C(C1)F)C1=CC(=CC=C1)C[C@@H]1C=2C(N(C=NC2CC[C@H]1NS(=O)(=O)C)C(C)C)=O |o1:15,24|